ClC=1C=NN2C1C(NC1=CC(=CC=C21)C(C)Cl)=O 3-chloro-7-(1-chloroethyl)pyrazolo[1,5-a]quinoxalin-4(5H)-one